2-(6-((2-(1H-indol-3-yl)ethyl)amino)-4-(1-((4-methyl-4H-1,2,4-triazol-3-yl)methyl)cyclobutyl)pyridin-2-yl)-6-(((1-methylcyclobutyl)amino)methyl)-4-(trifluoromethyl)isoindolin-1-one N1C=C(C2=CC=CC=C12)CCNC1=CC(=CC(=N1)N1C(C2=CC(=CC(=C2C1)C(F)(F)F)CNC1(CCC1)C)=O)C1(CCC1)CC1=NN=CN1C